5-{[(2,2-Dimethylpropanoyl)amino]methyl}-N-{1-[2-methyl-4-(trifluoromethoxy)phenyl]-1H-indazol-4-yl}-2-(trifluoromethyl)benzamide CC(C(=O)NCC=1C=CC(=C(C(=O)NC2=C3C=NN(C3=CC=C2)C2=C(C=C(C=C2)OC(F)(F)F)C)C1)C(F)(F)F)(C)C